ClC1=C(C(=CC=C1)F)NC(C1=CN=C(C=C1)N1N=C(C=C1C(F)(F)F)C=1OC(N(N1)C)=O)=O N-(2-Chloro-6-fluorophenyl)-6-(3-(4-methyl-5-oxo-4,5-dihydro-1,3,4-oxadiazol-2-yl)-5-(trifluoromethyl)-1H-pyrazol-1-yl)nicotinamide